(2S,3R,4R)-1-acetyl-4-((4-cyanophenyl)amino)-2-cyclopropyl-N-(2-methoxyethyl)-3-methyl-1,2,3,4-tetrahydroquinoline-6-carboxamide C(C)(=O)N1[C@H]([C@@H]([C@H](C2=CC(=CC=C12)C(=O)NCCOC)NC1=CC=C(C=C1)C#N)C)C1CC1